CC1=CC(=CC(=N1)NC(C)=O)B1OC(C(O1)(C)C)(C)C N-[6-methyl-4-(4,4,5,5-tetramethyl-1,3,2-dioxaborolan-2-yl)-2-pyridyl]acetamide